N-(3-chlorobenzyl)-6-fluoro-4-oxo-1-phenyl-7-(1-piperazinyl)-1,4-dihydroquinoline-3-carboxamide ClC=1C=C(CNC(=O)C2=CN(C3=CC(=C(C=C3C2=O)F)N2CCNCC2)C2=CC=CC=C2)C=CC1